1-[4-[[(3,4-dimethylpyrimidino[4',5':4,5]furo[2,3-c]pyridazin-8-yl)amino]methyl]phenyl]cyclobutanol CC1=C(C2=C(N=N1)OC1=C2N=CN=C1NCC1=CC=C(C=C1)C1(CCC1)O)C